5-(3-(tert-butoxycarbonyl)-3,8-diazabicyclo[3.2.1]oct-8-yl)-2-methylbenzoic acid C(C)(C)(C)OC(=O)N1CC2CCC(C1)N2C=2C=CC(=C(C(=O)O)C2)C